C1(=CC=C(C=C1)P(C1=CC=C(C=C1)C)C1=CC=C(C=C1)C)C Tri(p-tolyl)phosphine